1-(1-methyl-6-(pyridin-3-yl)-1H-indazol-3-yl)-3-(4-((4-methylpiperazin-1-yl)methyl)-3-(trifluoromethyl)phenyl)urea CN1N=C(C2=CC=C(C=C12)C=1C=NC=CC1)NC(=O)NC1=CC(=C(C=C1)CN1CCN(CC1)C)C(F)(F)F